C(C)(C)(C)[Si](C1=CC=CC=C1)(C1=CC=CC=C1)OCC1CC(C1)(OC)OC TERT-BUTYL((3,3-DIMETHOXYCYCLOBUTYL)METHOXY)DIPHENYLSILANE